N-(7-bromo-4-(2-chloro-5-fluorophenoxy)-3-(1,3-dioxoisoindolin-2-yl)-1-(2-((tetrahydro-2H-pyran-2-yl)oxy)ethyl)-1H-indazol-5-yl)-3-fluoro-5-(trifluoromethyl)benzamide BrC=1C=C(C(=C2C(=NN(C12)CCOC1OCCCC1)N1C(C2=CC=CC=C2C1=O)=O)OC1=C(C=CC(=C1)F)Cl)NC(C1=CC(=CC(=C1)C(F)(F)F)F)=O